C1(=CC=CC=C1)NC(C1=NC=CC=C1)=O N-phenylpicolinamid